(2Z,6E,10E)-13-(3,3-dimethyloxiran-2-yl)-3,7,11-trimethyltrideca-2,6,10-trien-1-yl acetate C(C)(=O)OC\C=C(/CC\C=C(\CC\C=C(\CCC1OC1(C)C)/C)/C)\C